C(C)(C)(C)C1=CN=C(O1)CSC1=CN=C(S1)NC(=O)C1CCN(CC1)CC=1C(=C2C(N(C(C2=CC1)=O)C1C(NC(CC1)=O)=O)=O)F N-(5-(((5-(tert-butyl)oxazol-2-yl)methyl)thio)thiazol-2-yl)-1-((2-(2,6-dioxopiperidin-3-yl)-4-fluoro-1,3-dioxoisoindolin-5-yl)methyl)piperidine-4-carboxamide